NCCCC(CCNCC(CN1CCN(CC1)CC(CNCCC(CCCCC\C=C/CCCCCCCC)CCCN)O)O)CCCCC\C=C/CCCCCCCC 1,4-bis[(3-(3-amino-propyl)-oleylamino)-2-hydroxy-propyl]piperazine